4-(benzo[b]thiophen-4-yl)-1-((hexylcarbamoyloxy)methyl)-1-(4-(2-oxo-1,2-dihydroquinolin-7-yloxy)butyl)piperazin-1-ium iodide [I-].S1C2=C(C=C1)C(=CC=C2)N2CC[N+](CC2)(CCCCOC2=CC=C1C=CC(NC1=C2)=O)COC(NCCCCCC)=O